6-bromo-5-fluoro-1-(oxan-2-yl)indazole-3-carbonitrile BrC1=C(C=C2C(=NN(C2=C1)C1OCCCC1)C#N)F